2-(7-(3-(aminomethyl)phenyl)benzofuran-5-yl)-2-(2-(carboxymethyl)phenoxy)acetic acid NCC=1C=C(C=CC1)C1=CC(=CC=2C=COC21)C(C(=O)O)OC2=C(C=CC=C2)CC(=O)O